ClC=1C=CC(=C(OC2=CC=C(C=C2)C2=CN=C(N2C)C2CN(C2)C(=O)OC(C)(C)C)C1)C=O tert-Butyl 3-(5-(4-(5-chloro-2-formylphenoxy)phenyl)-1-methyl-1H-imidazol-2-yl)azetidine-1-carboxylate